tert-Butyl 3-(5'-(4-methoxybenzyl)-6'-oxo-5',6'-dihydrospiro[cyclohexane-1,4'-thieno[2,3-c]pyrrol]-2'-yl)-6-(methylthio)-1H-pyrazolo[3,4-d]pyrimidine-1-carboxylate COC1=CC=C(CN2C(C3=C(C24CCCCC4)C=C(S3)C3=NN(C4=NC(=NC=C43)SC)C(=O)OC(C)(C)C)=O)C=C1